C(C)(C)(C)OC(=O)N1CCN(CC1)C1=C(C=C(C(=C1)OC)C=1C(=NC(=CC1)OCC1=CC=CC=C1)OCC1=CC=CC=C1)F 4-(4-(2,6-bis(benzyloxy)pyridin-3-yl)-2-fluoro-5-methoxyphenyl)piperazine-1-carboxylic acid tert-butyl ester